C(C1=CC=CC=C1)OC1=CC=CC(=N1)C1=NC=CC=C1C=1C=CC=2N(C1)C(=CN2)C#N 6-(6'-(Benzyloxy)-[2,2'-bipyridin]-3-yl)imidazo[1,2-a]pyridin-3-carbonitril